C1(CC1)C1=CC=C(C=C1)NC(=O)C1(NCCCC1)C N-(4-cyclopropylphenyl)-2-methylpiperidine-2-carboxamide